C(C)(C)(C)OC(=O)N1CCN(CC1)CCCOC1=CC=C(C=C1)C=1C=C2C(=CC=NC2=CC1)C(=O)OC methyl 6-(4-(3-(4-(tert-butoxycarbonyl)piperazin-1-yl)propoxy)phenyl)quinoline-4-carboxylate